N-[(1S)-1-[5-amino-2-chloro-3-(trifluoromethyl)phenyl]ethyl]-1-(2-fluorophenyl)-6-oxo-pyridazine-3-carboxamide NC=1C=C(C(=C(C1)[C@H](C)NC(=O)C1=NN(C(C=C1)=O)C1=C(C=CC=C1)F)Cl)C(F)(F)F